L-Argininium [NH3+][C@@H](CCCNC(N)=N)C(=O)O